ClP(=O)(Cl)CC1=CC2=C(SC(=C2)C(=O)OCC=C)C=C1 allyl 5-((dichlorophosphoryl)methyl)benzo[b]thiophene-2-carboxylate